4-azapyran O1CC=NC=C1